2-(2,6-dioxohexahydropyridin-3-yl)-5-{4-[2-(hexahydropyridin-4-yl)acetyl]piperazin-1-yl}isoindole-1,3-dione hydrochloride Cl.O=C1NC(CCC1N1C(C2=CC=C(C=C2C1=O)N1CCN(CC1)C(CC1CCNCC1)=O)=O)=O